C1(=CC=CC=C1)C1=NC(=CC2=CC=CC=C12)C1=CC=CC=C1 1,3-diphenyl-isoquinoline